4-methylphenyl 2,2-dimethyl-propyl ether CC(COC1=CC=C(C=C1)C)(C)C